FC1=NC=CC(=C1)C=1N=C(SC1)NC1=CC(=CC=C1)C(F)(F)F 4-(2-fluoro-4-pyridyl)-N-[3-(trifluoromethyl)phenyl]Thiazol-2-amine